racemic-(R,S)-3-cyclohexene C1CC=CCC1